(P)-(1S,9R)-6-(1,6-dimethyl-1H-indazol-7-yl)-4-((5S)-5-methyl-2-(2-propenoyl)-2,6-diazaspiro[3.4]octan-6-yl)-3-azatricyclo[7.1.1.02,7]undeca-2,4,6-triene-5-carbonitrile CN1N=CC2=CC=C(C(=C12)C=1C(=C(N=C2C3CC(CC12)C3)N3[C@H](C1(CN(C1)C(C=C)=O)CC3)C)C#N)C